C12(CC(C1)C2)NS(=O)(=O)C2=CC=C(C1=CC=CC=C21)NC(C2=C(C=CC=C2)C)=O N-(4-(N-(bicyclo[1.1.1]pentan-1-yl)sulfamoyl)naphthalen-1-yl)-2-methylbenzamide